C1C(CC2=CC=CC=C12)NC(=O)C=1C(=NC=CN1)NC(=O)N1CCN(CC1)S(=O)(=O)NC(O[C@H]1CNCCC1)=O (R)-piperidin-3-yl ((4-((3-((2,3-dihydro-1H-inden-2-yl)carbamoyl)pyrazin-2-yl)carbamoyl)piperazin-1-yl)sulfonyl)carbamate